C(C)C=1N=C(OC1)C=1C=C2CC3(C=NCNC3)[C@H]3N(C2=C(C1F)F)C[C@@H](O[C@@H]3C)C (2S,4R,4aR)-8-(4-ethyloxazol-2-yl)-9,10-difluoro-2,4-dimethyl-2,4,4a,6-tetrahydro-1H,1'H-spiro[[1,4]oxazino[4,3-a]quinoline-5,5'-pyrimidine]